3-(2-fluorobenzylidene)-5-(3-pyridyl)-N-(4-chlorobenzenesulfonyl)-4-piperidone FC1=C(C=C2CN(CC(C2=O)C=2C=NC=CC2)S(=O)(=O)C2=CC=C(C=C2)Cl)C=CC=C1